4,4-dimethylpentane CC(CCC)(C)C